CC1=CC(=NN1)NC=1C2=C(N=C(N1)NC1C3CN(CC13)CCC#N)C=CS2 3-(endo-6-((4-((5-methyl-1H-pyrazol-3-yl)amino)thieno[3,2-d]pyrimidin-2-yl)amino)-3-azabicyclo[3.1.0]hexane-3-yl)propionitrile